CN([C@H]1CN(CC1)C=O)C ((R)-3-(dimethylamino)pyrrolidin-1-yl)methanone